NC1=NC(=C(C=2N1C(N(N2)CC=2N(C=CN2)C)=O)C2=CC(=[N+](C(=C2)C)[O-])C)C2=CC=CC=C2 5-amino-8-(2,6-dimethyl-1-oxidopyridin-1-ium-4-yl)-2-[(1-methylimidazol-2-yl)methyl]-7-phenyl-[1,2,4]triazolo[4,3-c]pyrimidin-3-one